C(C1=CC=CC=C1)OP(OCC1=CC=CC=C1)(=O)C1(CCCC1)NC(N(CCCCC1=CC=CC=C1)C(C)C1=CC(=C(C(=C1)OCC)C)OCC)=O dibenzyl[1-({[1-(3,5-diethoxy-4-methylphenyl)ethyl](4-phenylbutyl) carbamoyl}amino)cyclopentyl]phosphonate